2-(4-bromophenyl)-4-(4-chlorophenyl)-6-(3-bromophenyl)-1,3,5-triazine BrC1=CC=C(C=C1)C1=NC(=NC(=N1)C1=CC=C(C=C1)Cl)C1=CC(=CC=C1)Br